FC1=CC=C(C=C1)C[C@@H](C(=O)O)NC (2S)-3-(4-Fluorophenyl)-2-(methylamino)propanoic acid